methyl-(2S)-4-[(acetoxyacetyl){(1R)-1-[1-benzyl-4-(2,5-difluorophenyl)-1H-pyrrol-2-yl]-2,2-dimethylpropyl}amino]-2-aminobutanoat COC([C@H](CCN([C@H](C(C)(C)C)C=1N(C=C(C1)C1=C(C=CC(=C1)F)F)CC1=CC=CC=C1)C(COC(C)=O)=O)N)=O